potassium uranyl sulfate hydrate O.S(=O)(=O)([O-])[O-].[U+2](=O)=O.[K]